BrC1=CC=C(C=C1)[C@H]1[C@@H](C1)C(=O)OCC (trans)-ethyl 2-(4-bromophenyl)cyclopropanecarboxylate